BrC=1C=CC=2N(C1)C(=C(N2)CC)N(C)C2=NC(=NS2)C2=CC=C(C=C2)F (6-Bromo-2-ethyl-imidazo[1,2-a]pyridin-3-yl)-[3-(4-fluoro-phenyl)-[1,2,4]thiadiazol-5-yl]-methyl-amine